O=C1NC(CCC1N1C(C2=CC=CC(=C2C1=O)C#CCCCCNC(OC(C)(C)C)=O)=O)=O Tert-butyl (6-(2-(2,6-dioxopiperidin-3-yl)-1,3-dioxoisoindolin-4-yl)hex-5-yn-1-yl)carbamate